CC(O)CC(C)C Methyl-Iso-Butyl-Carbinol